(R)-5-chloro-2-(4-((5,5-dimethyltetrahydrofuran-3-yl)amino)pyrido[3,4-d]pyridazin-1-yl)phenol ClC=1C=CC(=C(C1)O)C1=C2C(=C(N=N1)N[C@H]1COC(C1)(C)C)C=NC=C2